6-chloro-2-methyl-4-((2,4,6-triisopropylphenyl)sulfonyl)pyrido[3,4-d]Pyrimidine ClC1=CC2=C(N=C(N=C2S(=O)(=O)C2=C(C=C(C=C2C(C)C)C(C)C)C(C)C)C)C=N1